C(C=C)(=O)OC1=CC=C2C(=CC(OC2=C1)=O)C 7-(acryloyloxy)-4-methylcoumarin